sodium [(1,5-dimethyl-3-oxo-2-phenylpyrazol-4-yl) methylamino] methanesulfonate monohydrate O.CS(=O)(=O)ONCC=1C(N(N(C1C)C)C1=CC=CC=C1)=O.[Na]